C[C@@H]1N(C[C@@H](C1)OC1=NC=NC(=C1)OC1CN(C1)C)CC1=CN=C(S1)NC(C)=O N-(5-(((2S,4R)-2-methyl-4-((6-((1-methylazetidin-3-yl)oxy)pyrimidin-4-yl)oxy)pyrrolidin-1-yl)methyl)thiazol-2-yl)acetamide